ClC=1C(=C2C(=NC1C)ON=C2N)C 5-chloro-4,6-dimethylisoxazolo[5,4-b]pyridin-3-amine